(2S)-N-[(3-amino-1,2-benzoxazol-6-yl)methyl]-3-(3,4-difluorophenyl)-2-{2-[(2R,6S)-2,6-dimethylpiperidin-1-yl]acetamido}propionamide NC1=NOC2=C1C=CC(=C2)CNC([C@H](CC2=CC(=C(C=C2)F)F)NC(CN2[C@@H](CCC[C@@H]2C)C)=O)=O